[Si](C)(C)(C(C)(C)C)OCC1=NC=CC(=C1)B1OC(C(O1)(C)C)(C)C 2-(((tert-Butyldimethylsilyl)oxy)methyl)-4-(4,4,5,5-tetramethyl-1,3,2-dioxaborolan-2-yl)pyridine